ClC=1C(=C(C=CC1F)N(C(=O)[C@H]1N(C(NC1)=O)C1=CC(=C2C(=N1)OC=C2)C(F)(F)F)C)F (S)-N-(3-chloro-2,4-difluorophenyl)-N-methyl-2-oxo-3-(4-(trifluoromethyl)furo[2,3-b]pyridin-6-yl)imidazolidine-4-carboxamide